COC(=O)C=1C=C2C(=NC(=NC2=C2C1OCC2)C)N[C@H](C)C2=C(C(=CC=C2)C(F)F)F (R)-4-((1-(3-(difluoromethyl)-2-fluorophenyl)ethyl)amino)-2-methyl-8,9-dihydrofuro[2,3-h]quinazoline-6-carboxylic acid methyl ester